2-acrylamido-2-methyl-propanesulfonate C(C=C)(=O)NC(CS(=O)(=O)[O-])(C)C